C(C)OC=1C=C(C=CC1C1=C2C(=NNC2=CC=C1)N)C=1CCCCC1 4-(3-ethoxy-2',3',4',5'-tetrahydro-[1,1'-biphenyl]-4-yl)-1H-indazol-3-amine